tert-butyl 2-(2,6-difluoro-4-(trifluoromethyl)phenyl)-3-oxopiperidine-1-carboxylate FC1=C(C(=CC(=C1)C(F)(F)F)F)C1N(CCCC1=O)C(=O)OC(C)(C)C